C1=CC=CC=2C3=CC=CC=C3C(C12)COC(=O)N[C@@H](CC(=O)O)C(=O)OC(C)(C)C N-(9-fluorenylmethoxy)carbonyl-O-tert-butyl-aspartic acid